OC1=CC=C(C=C1)CC(CO)C(C)CC1=CC=C(C=C1)O 3,4-bis[(4-hydroxyphenyl)methyl]oxapentan